C(C)(C)OOOC(C(=O)[O-])CCCCCC\C=C/CCCCCCCC isopropoxydioxyoleate